C(=C)[N-]CCCC N-vinyl-normal butylamide